(1-hydroxypropan-2-yl)amino-1-methyl-6-nitroquinolin-2(1H)-one OCC(C)NC=1C(N(C2=CC=C(C=C2C1)[N+](=O)[O-])C)=O